C(C)(C)(C)C1=CC=C(C=C1)C1=CC(=C(C=C1O)O)C1=C(C(=NO1)C(=O)NCC)C1=CC=C(C=C1)CN1CCOCC1 5-(4'-(tert-butyl)-4,6-dihydroxy-[1,1'-biphenyl]-3-yl)-N-ethyl-4-(4-(morpholinomethyl)phenyl)isoxazole-3-carboxamide